O1C(=NN=C1)C=1N=C2N(C=3N=C(C=C(C3C=C2)C(C)=O)C(C(F)(F)F)(F)F)C1 1-[8-(1,3,4-oxadiazol-2-yl)-2-(1,1,2,2,2-pentafluoroethyl)imidazo[1,2-a]1,8-naphthyridin-4-yl]ethanone